(4-(3-(azetidin-1-yl)-5-methyl-1H-pyrazol-1-yl)phenyl)methylamine N1(CCC1)C1=NN(C(=C1)C)C1=CC=C(C=C1)CN